ClC1=C(OC2=NC(=NC(=C2C(C(F)(F)F)(F)F)C2=C(C=CC=C2)CCC(C)C)NS(=O)(=O)C=2C=NN(C2)C)C=CC=C1N1CCN(CC1)C N-[4-[2-chloro-3-(4-methylpiperazin-1-yl)phenoxy]-6-(2-isopentylphenyl)-5-(1,1,2,2,2-pentafluoroethyl)pyrimidin-2-yl]-1-methyl-pyrazole-4-sulfonamide